C1(CCCC1)SC=1C=2N(C=CC1)C(=NC2)C(C)(C)N 2-(8-(cyclopentylthio)imidazo[1,5-a]pyridin-3-yl)propan-2-amine